COC=1C=C(C(C(=O)[O-])=CC1)O.[K+] potassium 4-methoxysalicylic acid salt